C(=O)C1=C(C=CC=C1)NC(C=C)=O N-(2-formylphenyl)acrylamide